3-(1-((1r,4r,5s)-2-azabicyclo[2.1.1]hexane-5-yl)-7-(2,3-dichlorophenyl)-6-fluoro-4-methyl-2-(5-oxo-1,2,3,5-tetrahydroindolizin-3-yl)-1H-pyrrolo[3,2-c]quinolin-8-yl)propionitrile [C@H]12NC[C@H]([C@@H]1N1C(=CC=3C(=NC=4C(=C(C(=CC4C31)CCC#N)C3=C(C(=CC=C3)Cl)Cl)F)C)C3CCC1=CC=CC(N31)=O)C2